3,5-dichloro-N-(6-phenethyl-6-azaspiro[2.5]oct-1-yl)benzenesulfonamide ClC=1C=C(C=C(C1)Cl)S(=O)(=O)NC1CC12CCN(CC2)CCC2=CC=CC=C2